divinyl-siloxanebisbenzocyclobutene C(=C)C1C(C=2C1=CC=CC2)(O[SiH2]C2CC=1C2=CC=CC1)C=C